8-(tert-Butyl) 4-Ethyl 3-oxo-1-oxa-8-azaspiro[4.5]decane-4,8-dicarboxylate O=C1COC2(C1C(=O)OCC)CCN(CC2)C(=O)OC(C)(C)C